(4S)-N-{(R or S)-(3-chloro-2,4-difluorophenyl)[6-(trifluoromethoxy)pyridin-3-yl]methyl}-2-oxoimidazolidine-4-carboxamide ClC=1C(=C(C=CC1F)[C@H](NC(=O)[C@H]1NC(NC1)=O)C=1C=NC(=CC1)OC(F)(F)F)F |o1:8|